2-ethyl-9-methacryloyloxy-10-methoxy-1,2,3,4-tetrahydroanthracene C(C)C1CC2=C(C3=CC=CC=C3C(=C2CC1)OC)OC(C(=C)C)=O